5,8-difluoro-phthalazin-1(2H)-one FC1=C2C=NNC(C2=C(C=C1)F)=O